COC1=CC2=C(OCCN2CCN2C(CCC2)=O)C=C1 6-methoxy-4-(2-(2-oxopyrrolidin-1-yl)ethyl)-2H-benzo[b][1,4]oxazine